m-dioxin O1COCC=C1